5-CHLORO-N1-(2-CHLORO-9-ISOPROPYL-9H-PURIN-6-YL)BENZENE-1,3-DIAMINE ClC=1C=C(C=C(C1)NC1=C2N=CN(C2=NC(=N1)Cl)C(C)C)N